4-(formylamino)butyric acid-2-hexyldecyl ester C(CCCCC)C(COC(CCCNC=O)=O)CCCCCCCC